CC=1C=C(C=CC1)S(=O)(=O)O\N=C\1/C(=CC(C(=C1)C1CCCCC1)=O)C [(Z)-(5-cyclohexyl-2-methyl-4-oxocyclohexa-2,5-dien-1-ylidene)amino] 3-methylbenzenesulfonate